CC(CCCCCCCCCCCC)CCCCCCCCCCCCCC 13-Methylheptacosane